C(CCCC)(=O)OOC(CCCC)=O pentanoyl peroxide